4-(4-hydroxyphenyl)-2,3-naphthyridone OC1=CC=C(C=C1)C1=NNC(C2=CC=CC=C12)=O